(9Z,12Z)-3-((4,4-Bis(octyloxy)butanoyl)oxy)-2-((((3-(diethylamino)propoxy)carbonyl)oxy)methyl)propyl octadeca-9,12-dienoate C(CCCCCCC\C=C/C\C=C/CCCCC)(=O)OCC(COC(CCC(OCCCCCCCC)OCCCCCCCC)=O)COC(=O)OCCCN(CC)CC